ClC=1C=C2CCC[C@]3(COC4=CC=C5[C@](CC(N(C/C=C/CCCCN(C3)C4=C5)C)=O)(C(=O)OC)O)C2=CC1 METHYL (1S,6'E,12'R)-6-CHLORO-12'-HYDROXY-9'-METHYL-10'-OXO-3,4-DIHYDRO-2H-SPIRO[NAPHTHALENE-1,19'-[17]OXA[1,9]DIAZATRICYCLO[11.7.2.016,21]DOCOSA[6,13,15,21]TETRAENE]-12'-CARBOXYLATE